ClC=1C=NC(=C(C(=O)NC2CCC(CC2)CN2C(N(C3=C2C=CC=C3)C3=C(C(=NC=C3)C)C)=O)C1)C(F)(F)F 5-chloro-N-((1r,4r)-4-((3-(2,3-dimethylpyridin-4-yl)-2-oxo-2,3-dihydro-1H-benzo[d]imidazol-1-yl)methyl)cyclohexyl)-2-(trifluoromethyl)nicotinamide